C(OC=1C(=NC=CC1OC)C(N[C@@H](C)C1=NN(C(=N1)C(C1=CC=C(C=C1)F)C1=CC=C(C=C1)F)C)=O)(OCC)=O (S)-2-((1-(5-(bis(4-fluorophenyl)methyl)-1-methyl-1,2,4-triazol-3-yl)ethyl)carbamoyl)-4-methoxypyridin-3-yl ethyl carbonate